O1C(=O)C(=CC2=CC=CC=C12)C(=O)N Coumarin-Amide